Cl.C(C)(C)N(CCNC(=S)C=1SC(=CC1)C1=CC(=C(C=C1)O)OC)C(C)C N-(2-(Diisopropylamino)ethyl)-5-(4-hydroxy-3-methoxyphenyl)thiophen-2-thiocarboxamid hydrochlorid